CS(=O)(=NC1=NC(=CC=C1)N1C(=CC2=C1N=C(N=C2)NC2=CC=C(C=C2)N2CCC(CC2)N2CCN(CC2)C)CCC)C dimethyl((6-(2-((4-(4-(4-methylpiperazin-1-yl)piperidin-1-yl)phenyl)amino)-6-propyl-7H-pyrrolo[2,3-d]pyrimidin-7-yl)pyridin-2-yl)imino)-λ6-sulfanone